C(CC)[N+](CCC)(CCC)CCC.S(=O)(=O)(OCCCCCCCCCCCCCCCC(C)C)[O-] isostearyl sulfate tetrapropylammonium salt